FC(C1=NN=C(S1)N1N=CC2=C(C=C(C=C12)S(=O)(=O)N=C1COC1)N1CCN(CC1)C(C(C)C)=O)F 1-[5-(difluoromethyl)-1,3,4-thiadiazol-2-yl]-4-[4-(2-methylpropanoyl)piperazin-1-yl]-N-(oxetan-3-ylidene)indazole-6-sulfonamide